CCCCCCSC[C@@H](C(=O)NCC(=O)O)NC(=O)CC[C@@H](C(=O)O)N The molecule is an S-substituted glutathione that is glutathione in which the hydrogen of the thiol has been replaced by a hexyl group (PDB entry: 1PN9).